N,N,N',N'-tetrakis(4-methoxy-phenyl)benzidine COC1=CC=C(C=C1)N(C1=CC=C(C=C1)C1=CC=C(N(C2=CC=C(C=C2)OC)C2=CC=C(C=C2)OC)C=C1)C1=CC=C(C=C1)OC